1-(6-(N-(1-cyanocyclopropyl)sulfamoyl)-3-(5-(difluoromethyl)-1,3,4-thiadiazol-2-yl)imidazo[1,5-a]pyridin-8-yl)-N,N-dimethylpiperidine-4-carboxamide C(#N)C1(CC1)NS(=O)(=O)C=1C=C(C=2N(C1)C(=NC2)C=2SC(=NN2)C(F)F)N2CCC(CC2)C(=O)N(C)C